O1CCN(CC1)C1=CC=C(C(=O)N)C=C1 4-morpholinobenzamide